2,5-dinitro-3-bromothiophene [N+](=O)([O-])C=1SC(=CC1Br)[N+](=O)[O-]